BrC1=CC=C2C(C(N(C(C2=C1)=O)CC1=NC=C(C=C1)C=1OC(=NN1)C(F)F)=O)(C)C 7-bromo-2-((5-(5-(difluoromethyl)-1,3,4-oxadiazole-2-yl)pyridine-2-yl)methyl)-4,4-dimethylisoquinoline-1,3(2H,4H)-dione